C[C@@]1(CS(CC1)(=O)=O)NC(=O)C1CCC=2C=NNC2C1 N-((R)-3-methyl-1,1-dioxidotetrahydrothiophen-3-yl)-4,5,6,7-tetrahydro-1H-indazole-6-carboxamide